N-(3-cyano-4-fluorophenyl)-1,2,4-trimethyl-5-(2-((4-methyltetrahydro-2H-pyran-4-yl)amino)-2-oxoacetyl)-1H-pyrrole-3-carboxamide C(#N)C=1C=C(C=CC1F)NC(=O)C1=C(N(C(=C1C)C(C(=O)NC1(CCOCC1)C)=O)C)C